4-(3-(1-(Fluorosulfonyl)piperidin-4-yl)ureido)phenylthio fluoride FS(=O)(=O)N1CCC(CC1)NC(NC1=CC=C(C=C1)SF)=O